methyl-2-amino-5-(4-((1r,5s)-3-(4,4-difluorocyclohexyl)-3-azabicyclo[3.1.0]hex-1-yl)phenyl)nicotinic acid CC1=NC(=C(C(=O)O)C=C1C1=CC=C(C=C1)[C@@]12CN(C[C@H]2C1)C1CCC(CC1)(F)F)N